p-Aminobenzaldehyde C1=CC=C(C=C1)C(=O)NC2=CC=C(C=C2)N